4,4-difluoropiperidine-1-carbonitrile FC1(CCN(CC1)C#N)F